C(#N)CN1CCCCC1 1-(cyanomethyl)piperidin